3-chloro-7-(2,6-diphenyl-pyrimidin-4-yl)-7H-7-aza-benzo[de]anthracene ClC=1C=CC2=C3C1C=CC=C3N(C=3C=CC=CC23)C2=NC(=NC(=C2)C2=CC=CC=C2)C2=CC=CC=C2